N1=CC(=CC=C1)C=1C=C(C=C(C1)C=1C=NC=CC1)C1=CC=C(C(N1)(N)C)N 6-(3,5-di-3-pyridylphenyl)-2-methylpyridine-diamine